NC1=NC(=NC=C1)N1C[C@H]([C@H](CC1)OCCOC)O |r| rac-cis-1-(4-aminopyrimidin-2-yl)-4-(2-methoxyethoxy)piperidin-3-ol